ClC1=NC=CC(=C1O)NC=1C(C(C1NC1C(CCC=2C=C(OC21)C)(C)C)=O)=O 3-((2-chloro-3-hydroxypyridin-4-yl)amino)-4-((2,6,6-trimethyl-4,5,6,7-tetrahydrobenzofuran-7-yl)amino)cyclobut-3-ene-1,2-dione